tert-butyl N-tert-butoxycarbonyl-N-(2,6-dichloro-5-methoxy-pyrimidin-4-yl)carbamate C(C)(C)(C)OC(=O)N(C(OC(C)(C)C)=O)C1=NC(=NC(=C1OC)Cl)Cl